1-(4-(4-((1-(3-((4-((5-(trifluoromethyl)-pyrimidin-2-yl)amino)piperidin-1-yl)sulfonyl)phenyl)piperidin-4-yl)methyl)piperazin-1-yl)phenyl)-dihydropyrimidine-2,4(1H,3H)-dione FC(C=1C=NC(=NC1)NC1CCN(CC1)S(=O)(=O)C=1C=C(C=CC1)N1CCC(CC1)CN1CCN(CC1)C1=CC=C(C=C1)N1C(NC(CC1)=O)=O)(F)F